C1(CC1)C1=CC(=NN1)NC1=CC2=C(C(=NO2)NS(=O)(=O)C2=C(C(=CC=C2OC)C2N(CCC(C2)F)C)OC)C=C1OC N-{6-[(5-cyclopropyl-1H-pyrazol-3-yl)amino]-5-methoxy-1,2-benzoxazol-3-yl}-4-trans-(4-fluoro-1-methylpiperidin-2-yl)-2,6-dimethoxybenzene-1-sulfonamide